(3-(2-(6-(2-hydroxypropan-2-yl)pyridin-3-yl)furo[3,2-b]pyridin-7-yl)phenyl)(morpholino)methanone OC(C)(C)C1=CC=C(C=N1)C1=CC2=NC=CC(=C2O1)C=1C=C(C=CC1)C(=O)N1CCOCC1